C(C)OC(\C=C\C(F)(F)F)=O (E)-4,4,4-trifluorobut-2-enoic acid ethyl ester